S1C(=CC=C1)/C=C/C1=NN(C=C1)CO (E)-(3-(2-(thiophen-2-yl)vinyl)-1H-pyrazol-1-yl)methanol